COC1=NC=CC(=C1)CC(=O)NC1=NNC(=C1)[C@@H]1C[C@@H](CC1)N(C([O-])=O)C(C)C(C)(F)F (1R,3S)-3-(3-{[(2-methoxypyridin-4-yl)acetyl]amino}-1H-pyrazol-5-yl)cyclopentyl[(2ξ)-3,3-difluorobutan-2-yl]carbamate